Br.CN1C=NC2=C1C(NN=C2)=O 1-Methyl-1H,6H,7H-imidazo[4,5-d]pyridazin-7-one hydrobromide salt